C(C)(C)(C)[S@@](=O)N[C@@H]1C2=CC=CC=C2CC12CCN(CC2)C=2N=CC(=NC2C)[S-].[Na+] sodium 5-((S)-1-(((R)-tert-butylsulfinyl)amino)-1,3-dihydrospiro[indene-2,4'-piperidin]-1'-yl)-6-methylpyrazine-2-thiolate